palladium (II) [1,3-bis(diphenylphosphino)propane] C1(=CC=CC=C1)P(CCCP(C1=CC=CC=C1)C1=CC=CC=C1)C1=CC=CC=C1.[Pd+2]